FC1=CC=C(C=C1)NC(=O)C1(COC1)C1=NC=2CCCNC2C=C1 N-(4-fluorophenyl)-3-(5,6,7,8-tetrahydro-1,5-naphthyridin-2-yl)oxetane-3-carboxamide